NC1=NC=CC=C1C1=NC=2C(=NC(=CC2)C2=CC=CC=C2)N1C=1C=CC(=NC1)N1CC(CC1)C(C(=O)O)C 2-(1-(5-(2-(2-aminopyridin-3-yl)-5-phenyl-3H-imidazo[4,5-b]pyridin-3-yl)pyridin-2-yl)pyrrolidin-3-yl)propanoic acid